CN1N=C2C(C(N(C=3C(=NC=CC23)NC2=C(N=NC(=C2)NC(=O)N(C)C)C(=O)NC([2H])([2H])[2H])C)([2H])[2H])=C1 4-((2,5-dimethyl-4,5-dihydro-2H-pyrazolo[4,3-c][1,7]naphthyridin-6-yl-4,4-d2)amino)-6-(3,3-dimethylureido)-N-(methyl-d3)pyridazine-3-carboxamide